COCCNC(=O)C1=CC=C(C=C1)C1=NN2C(S1)=NC(=C2)C2CCN(CC2)C(=O)OC(C)C isopropyl 4-(2-(4-((2-methoxyethyl)carbamoyl)phenyl)imidazo[2,1-b][1,3,4]thiadiazol-6-yl)piperidine-1-carboxylate